FC(C1=CC=C(C=C1)C1=C2C=CC=CC2=CC=C1)(F)F 5-[4-(trifluoromethyl)phenyl]naphthalene